COC=1C=2N(C=NC1C=1C=NNC1)N=C(N2)NC2CCNCC2 8-methoxy-N-(piperidin-4-yl)-7-(1H-pyrazol-4-yl)-[1,2,4]triazolo[1,5-c]pyrimidin-2-amine